COCC1(CCCCC1)COC 1,1-dimethoxymethyl-cyclohexane